Cl.N=1C=C(N2N=CC=CC21)C#CC=2C=C(C(=O)NC1=CC(=C(C=C1)CN1CCN(CC1)C)C(F)(F)F)C=CC2C 3-(imidazo[1,2-b]pyridazin-3-ylethynyl)-4-methyl-N-{4-[(4-methyl-piperazin-1-yl)methyl]-3-(trifluoromethyl)phenyl}benzamide monohydrochloride